sulphate aluminium [Al+3].S(=O)(=O)([O-])[O-].S(=O)(=O)([O-])[O-].S(=O)(=O)([O-])[O-].[Al+3]